N1(CCNCC1)C1(CC1)C=1OC2=C(N1)C=CC=C2 2-(1-(piperazin-1-yl)cyclopropyl)benzo[d]oxazole